4-{1-[(4-methyl-1,4-oxazepan-2-yl)methyl]piperidin-4-yl}aniline CN1CC(OCCC1)CN1CCC(CC1)C1=CC=C(N)C=C1